ClC1=C(C=2N=C(N=C(C2C=N1)N1CCC2(CC(N2)=O)CC1)OC[C@]12CCCN2C[C@@H](C1)F)F 7-(7-chloro-8-fluoro-2-(((2R,7aS)-2-fluorohexahydro-1H-pyrrolizin-7a-yl)methoxy)pyrido[4,3-d]pyrimidin-4-yl)-1,7-diazaspiro[3.5]nonan-2-one